6-((4-methoxybenzyl)oxy)-2,3-dimethyl-4-(2-methyl-3-(4-oxoquinazolin-3(4H)-yl)phenyl)-1H-indole-7-carboxamide COC1=CC=C(COC2=CC(=C3C(=C(NC3=C2C(=O)N)C)C)C2=C(C(=CC=C2)N2C=NC3=CC=CC=C3C2=O)C)C=C1